methyl (1S,3R,4R,5R)-3-{[(2E)-3-(3,4-dihydroxyphenyl)prop-2-enoyl]oxy}-1,4-dihydroxy-5-{[(2E)-3-(3-hydroxy-4-methoxyphenyl)prop-2-enoyl]oxy}cyclohexane-1-carboxylate OC=1C=C(C=CC1O)/C=C/C(=O)O[C@@H]1C[C@](C[C@H]([C@@H]1O)OC(\C=C\C1=CC(=C(C=C1)OC)O)=O)(C(=O)OC)O